methyl-4-(1-(3,4-difluoro-5-hydroxyphenyl)-1H-indazol-5-yl)piperidine-4-carboxylic acid TFA salt OC(=O)C(F)(F)F.CN1CCC(CC1)(C(=O)O)C=1C=C2C=NN(C2=CC1)C1=CC(=C(C(=C1)O)F)F